C(C)(C)(CC(C)(C)C)C1=C(C(=CC(=C1)CCC)C(C)(C)CC(C)(C)C)O 2,6-di-tert-octyl-4-n-propylphenol